Methyl (S)-3-((benzyloxy)methyl)-4-(2-((tert-butoxycarbonyl)amino)ethyl)-3,4-dihydro-2H-thieno[3,4-b][1,4]oxazine-5-carboxylate C(C1=CC=CC=C1)OC[C@@H]1N(C=2C(OC1)=CSC2C(=O)OC)CCNC(=O)OC(C)(C)C